4-(N-methylamino)phenol CNC1=CC=C(C=C1)O